2,6-Difluoro-4-isopropyl-3-methoxybenzyl alcohol FC1=C(CO)C(=CC(=C1OC)C(C)C)F